C(#C)C=1C=CC2=C(N=C3N2C=CC(=C3)N3CC(C3)F)C1 7-Ethynyl-3-(3-fluoroazetidin-1-yl)benzo[4,5]imidazo[1,2-a]pyridine